FC1=C(C=CC=C1)C1=NOC(=N1)[C@H]1C([C@@H]1C1=CC=C(C=C1)S(=O)(=O)N)(C)C 4-{(1R,3R)-3-[3-(2-fluorophenyl)-1,2,4-oxadiazol-5-yl]-2,2-dimethylcyclopropyl}benzenesulfonamide